ethyl 2-methyl-5-pyrimidin-2-yl-1,3-thiazole-4-carboxylate CC=1SC(=C(N1)C(=O)OCC)C1=NC=CC=N1